diphenyl-(amino)phenoxyacetic acid C1(=CC=CC=C1)C=1C(=C(OC(C(=O)O)N)C=CC1)C1=CC=CC=C1